ClC=1N=C(C=2OCC(N(C2N1)C(=O)OC(C)(C)C)CN(C)C)N[C@@H]1CCC=2NC3=CC=CC=C3C2C1 tert-butyl 2-chloro-7-[(dimethylamino)methyl]-4-[[(3R)-2,3,4,9-tetrahydro-1H-carbazol-3-yl]amino]-6,7-dihydropyrimido(5,4-b)[1,4]oxazine-8-carboxylate